N1CCC(CC1)N1C(NC2=C1C=CC=C2)=O 1-(piperidin-4-yl)-1,3-dihydro-2H-benzo[d]Imidazol-2-one